ClC1=NC(=C(N=C1C1=CC=CC=C1)C1=CC=CC=C1)C1=CC=CC=C1 2-chloro-3,5,6-triphenylpyrazine